8-bromo-2-methanesulfonyl-7-(pyridazin-3-yl)-3H-pyrazolo[1,5-a][1,3,5]triazin-4-one BrC=1C(=NN2C1N=C(NC2=O)S(=O)(=O)C)C=2N=NC=CC2